C(C=CCCC)OC(CCCCCCCBr)=O 8-bromooctanoic acid hex-2-en-1-yl ester